4-((2S,3S)-3-(4-acryloylpiperazin-1-yl)-2-methylazetidin-1-yl)-6-(4-(1,4-dimethyl-1H-pyrazol-5-yl)piperidin-1-yl)-2-(trifluoromethyl)nicotinonitrile C(C=C)(=O)N1CCN(CC1)[C@@H]1[C@@H](N(C1)C1=CC(=NC(=C1C#N)C(F)(F)F)N1CCC(CC1)C1=C(C=NN1C)C)C